(10R)-15-(2,6-dimethylphenyl)-10-isobutyl-3,3-dioxo-12-oxa-3λ6-thia-2,9,16,17-tetrazatricyclo[11.3.1.04,7]heptadeca-1(17),13,15-trien-8-one CC1=C(C(=CC=C1)C)C=1C=C2OC[C@H](NC(C3CCC3S(NC(N1)=N2)(=O)=O)=O)CC(C)C